O=C1[C@H]2[C@@H]3CC[C@H]([C@@H](CCC(=O)OC)C)[C@]3(CC[C@@H]2[C@]2(C[C@H]3[C@@H](C[C@H]2C1)O3)C)C Methyl 2β,3β-epoxy-7-oxo-5β-cholanoate